5-(2-(Cyclopropylamino)pyridine-4-yl)-7-((3-methyloxetan-3-yl)ethynyl)-1H-indazol-3-amine C1(CC1)NC1=NC=CC(=C1)C=1C=C2C(=NNC2=C(C1)C#CC1(COC1)C)N